5-fluoropyrido[3,4-d]pyrimidine-2,4-diamine FC1=CN=CC=2N=C(N=C(C21)N)N